C(#N)N1S(=O)(=O)C2=CC=CC=C2C1=O.[Se] selenium cyano-saccharin